N1C=CC2=C1C1=CC=CC=C1C=1C=CC=CC21 pyrrolophenanthrene